6-cyclopropyl-N-(3-(3-((S)-fluoro(4-methyl-4H-1,2,4-triazol-3-yl)methyl)oxetan-3-yl)phenyl)-4-(((S)-2-isopropyl-4-methyl-piperazin-1-yl)methyl)picolinamide C1(CC1)C1=CC(=CC(=N1)C(=O)NC1=CC(=CC=C1)C1(COC1)[C@@H](C1=NN=CN1C)F)CN1[C@H](CN(CC1)C)C(C)C